5-chloro-3-ethyl-8-fluoro-2-((5-(trifluoromethyl)pyridin-2-yl)methyl)naphthalene-1,4-dione ClC1=C2C(C(=C(C(C2=C(C=C1)F)=O)CC1=NC=C(C=C1)C(F)(F)F)CC)=O